C(C)[C@H]1[C@H](NC([C@H]1F)=O)COC=1N=CC=C2C=C(C=3N(C12)N=CN3)C(=O)N 9-(((2s,3s,4s)-3-ethyl-4-fluoro-5-oxopyrrolidin-2-yl)methoxy)-[1,2,4]triazolo[1,5-a][1,7]naphthyridine-4-carboxamide